CS(=O)(=O)O[C@@H](CCOCCOCC=1SC=C(N1)C1=NN(C2=CC=C(C=C12)O[Si](C)(C)C(C)(C)C)C1OCCCC1)C [(1R)-3-[2-[[4-[5-[tert-butyl(dimethyl)silyl]oxy-1-tetrahydropyran-2-yl-indazol-3-yl]thiazol-2-yl]methoxy]ethoxy]-1-methyl-propyl] methanesulfonate